C1(CC1)C1=NC(=NO1)C1=CC=C(C=C1)[C@@H](C)NC1=NC=CN=C1 (R)-N-(1-(4-(5-cyclopropyl-1,2,4-oxadiazol-3-yl)phenyl)ethyl)pyrazin-2-amine